C(C)(C)(C)NC=1C2=C(N=C(N1)C1=CC=NC=C1)C=NC=C2NCCOCC 2-(2-{[4-(tert-butylamino)-2-(pyridin-4-yl)pyrido[3,4-d]pyrimidin-5-yl]amino}ethoxy)ethan